5-(2-fluoro-6-hydroxy-3-(3-(methylamino)prop-1-yn-1-yl)phenyl)-1,2,5-thiadiazolidin-3-one 1,1-dioxide FC1=C(C(=CC=C1C#CCNC)O)N1CC(NS1(=O)=O)=O